C(C1=CC=CC=C1)N1CCC(CC1)C(F)(F)C1=C(C=C(C=C1)F)F benzyl-4-((2,4-difluorophenyl)difluoromethyl)piperidine